(methyl(3,3,3-trifluoropropyl)aminocarbonyl)Oxygen CN(C(=O)[O])CCC(F)(F)F